COC(=O)C1=CC=C(C=C1)B(O)O (4-(methoxycarbonyl)phenyl)boronic acid